6-(4-aminopiperidin-1-yl)-N-(3-chloro-4-fluorophenyl)-2-(methylsulfonyl)pyrimid-4-amine NC1CCN(CC1)C1=CC(=NC(=N1)S(=O)(=O)C)NC1=CC(=C(C=C1)F)Cl